1-Pentyl-1-butylpiperidinium cyanide [C-]#N.C(CCCC)[N+]1(CCCCC1)CCCC